CCCCCCCCCC(=O)OC(CO)CO glyceryl 2-caprate